5-Bromo-7-(4,4-difluoropiperidin-1-yl)-1-methylpyrazolo[3,4-c]pyridine BrC=1C=C2C(=C(N1)N1CCC(CC1)(F)F)N(N=C2)C